N-[4-(1-{[5-(propan-2-yl)pyridin-2-yl]carbonyl}piperidin-4-yl)butyl]thieno[2,3-c]pyridine-2-carboxamide CC(C)C=1C=CC(=NC1)C(=O)N1CCC(CC1)CCCCNC(=O)C1=CC=2C(=CN=CC2)S1